ClC=1C(=C(C(=CC1)N1N=NN=C1)C1=CCN2[C@@H](CC[C@@H]2C1)C=1NC(=C(N1)[2H])C1=C(C(=NC=C1)CO)F)F (3S,8aR)-7-(3-Chloro-2-fluoro-6-(1H-tetrazol-1-yl)phenyl)-3-(5-(3-fluoro-2-(hydroxymethyl)pyridin-4-yl)-1H-imidazol-2-yl-4-d)-2,3,8,8a-tetrahydroindolizin